CC=1N=C2N(N=C(C=C2C)NC(=O)C2=C(C=C(S2)C2CC(N(CC2)C(=O)OC(C)(C)C)C)F)C1 tert-butyl 4-[5-([2,8-dimethylimidazo[1,2-b]pyridazin-6-yl] carbamoyl)-4-fluorothiophen-2-yl]-2-methylpiperidine-1-carboxylate